C1(=CC=CC=C1)N(C(O)=O)C1(CN(C1)C1=CC(=C(C(=C1)F)C1C(NC(CC1)=O)=O)F)C.BrC=1C=CC(=NC1C(F)(F)F)CNC(C)=O N-[[5-bromo-6-(trifluoromethyl)-2-pyridyl]methyl]acetamide phenyl-(1-(4-(2,6-dioxopiperidin-3-yl)-3,5-difluorophenyl)-3-methylazetidin-3-yl)carbamate